CC=1SC=C(N1)[C@@H](C)OC=1C(=NC=C(C1)B1OC(C(O1)(C)C)(C)C)N 3-[(1R)-1-(2-methyl-1,3-thiazol-4-yl)ethoxy]-5-(4,4,5,5-tetramethyl-1,3,2-dioxaborolan-2-yl)pyridin-2-amine